ClC1=CC(=C(C=C1)N1CCN(CC1)C(=O)OC(C)(C)C)F tert-butyl 4-(4-chloro-2-fluorophenyl)piperazine-1-carboxylate